dicyclohexylamine p-styrenesulfonate salt C=CC1=CC=C(C=C1)S(=O)(=O)O.C1(CCCCC1)NC1CCCCC1